C(C)(C)(C)OC(=O)N1CC2=CC=CC(=C2C1)C1=C(C=C(C=C1C(=O)OC)C#N)F 4-(4-cyano-2-fluoro-6-(methoxycarbonyl)phenyl)-isoindoline-2-carboxylic acid tert-butyl ester